(R)-3-(4-(bis(4-methoxybenzyl)amino)-2-oxo-3-(4-phenoxyphenyl)-2,3-dihydro-1H-imidazo[4,5-c]pyridin-1-yl)piperidine-1-carboxylic acid tert-butyl ester C(C)(C)(C)OC(=O)N1C[C@@H](CCC1)N1C(N(C=2C(=NC=CC21)N(CC2=CC=C(C=C2)OC)CC2=CC=C(C=C2)OC)C2=CC=C(C=C2)OC2=CC=CC=C2)=O